C1(CC1)CN1C=C(C2=NN(C(C(=C21)C=2C=NC(=CC2)C(C)C)=O)C2=CC1=CN(N=C1C=C2)C)C#N 5-(cyclopropylmethyl)-4-(6-isopropylpyridin-3-yl)-2-(2-methyl-2H-indazol-5-yl)-3-oxo-3,5-dihydro-2H-pyrrolo[3,2-c]pyridazine-7-carbonitrile